FC1=C(CN2N=C(C=C2)C2=CC=CC(=N2)C(CS(=O)(=O)N)(CC)O)C=C(C=C1)OC(F)(F)F 2-(6-(1-(2-fluoro-5-(trifluoromethoxy)benzyl)-1H-pyrazol-3-yl)pyridin-2-yl)-2-hydroxybutane-1-sulfonamide